(3E)-6-iodo-3-hexenylpentyloxymethyl ether ICCCCC=CC(CCOCOCOCCC(CC)C=CCCCCI)CC